hexeneamine C(=CCCCC)N